8-{4-(trifluoromethyl)phenoxy}quinoline-4-carbonitrile FC(C1=CC=C(OC=2C=CC=C3C(=CC=NC23)C#N)C=C1)(F)F